1-Propyl-1-Methylpyrrolidinium methansulfonat CS(=O)(=O)[O-].C(CC)[N+]1(CCCC1)C